2-(5-(3-chlorophenyl)-3-hydroxypyridineamido)acetic acid ClC=1C=C(C=CC1)C=1C=C(C(=NC1)C(=O)NCC(=O)O)O